1-(1-Aminoisochinolin-5-yl)-N-(5-chloro-6-(2H-1,2,3-triazol-2-yl)pyridin-3-yl)-5-(trifluoromethyl)-1H-pyrazol-4-carboxamid NC1=NC=CC2=C(C=CC=C12)N1N=CC(=C1C(F)(F)F)C(=O)NC=1C=NC(=C(C1)Cl)N1N=CC=N1